O1CCCC1 (2R)-oxolane